1-(3-isothiocyanatopropyl)-pyrrolidine N(=C=S)CCCN1CCCC1